C(C)(=O)N1C=NC=C1 L-1-acetylimidazole